N-(5-(2-(5-azaspiro[2.4]heptan-5-yl)acetamido)-2-methylpyridin-3-yl)-2-(1-(2-hydroxyethyl)-1H-pyrazol-4-yl)pyrazolo[5,1-b]thiazole-7-carboxamide C1CC12CN(CC2)CC(=O)NC=2C=C(C(=NC2)C)NC(=O)C=2C=NN1C2SC(=C1)C=1C=NN(C1)CCO